[Fe+2].[Ni+2].C([O-])([O-])=O.C([O-])([O-])=O carbonate nickel-iron